methyl (R)-2-(5-((6-(((S)-1-(4-(tert-butyl)phenyl)ethyl)carbamoyl)-1-(cyclobutylmethyl)-2-methyl-1H-indol-3-yl)methyl)-2-chlorophenoxy)propanoate C(C)(C)(C)C1=CC=C(C=C1)[C@H](C)NC(=O)C1=CC=C2C(=C(N(C2=C1)CC1CCC1)C)CC=1C=CC(=C(O[C@@H](C(=O)OC)C)C1)Cl